2,3-dimethylbenzo[b]thiophene 1,1-dioxide CC1=C(C2=C(S1(=O)=O)C=CC=C2)C